C(C)(C)(C)C1=CC=C(C=C1)N(C(=O)N1[C@H](CCC1)C#N)C(C(=O)NC1CCC(CC1)(F)F)C=1C=NC=C(C1)F (2R)-N-(4-tert-butylphenyl)-2-cyano-N-[2-[(4,4-difluorocyclohexyl)amino]-1-(5-fluoro-3-pyridyl)-2-oxo-ethyl]pyrrolidine-1-carboxamide